O[C@@H]1C[C@@H](CC[C@H]1C)NC(OC(C)(C)C)=O tert-Butyl (1R,3R,4R)-3-hydroxy-4-methylcyclohexylcarbamate